COC(C#C)(C)C 3-methoxy-3-methylbut-1-yn